chloro-phenyl carbamate C(N)(OC1=C(C=CC=C1)Cl)=O